1-(2-methyl-sulfonylaminoethyl)-3-(2-thienyl)-1,2-dihydroquinoxalin-2-one CS(=O)(=O)NCCN1C(C(=NC2=CC=CC=C12)C=1SC=CC1)=O